3-Bromo-1-(3-methyl-1H-indol-1-yl)naphthalen-2-ol BrC=1C(=C(C2=CC=CC=C2C1)N1C=C(C2=CC=CC=C12)C)O